ClC=1C(=CC(=C(C1)C(C(=O)N)(C)N1CCOCC1)C)[N+](=O)[O-] (5-chloro-2-methyl-4-nitrophenyl)-2-morpholinopropanamide